ClC1=C2C(=C(N=N1)Cl)C(N(C=C2)C)=O 1,4-dichloro-6-methylpyrido[3,4-d]pyridazin-5(6H)-one